FC(N(C1(C(C(C(C(C1(F)F)(F)F)(F)F)(F)F)(F)F)F)C1(C(C(C(C(C1(F)F)(F)F)(F)F)(F)F)(F)F)F)(F)F perfluoro-dicyclohexyl-methyl-amine